7-(2-cyclohexylethoxy)-1-ethyl-5-fluoro-1H-indole C1(CCCCC1)CCOC=1C=C(C=C2C=CN(C12)CC)F